2-nitrobicyclo[2.2.1]hept-5-ene-2,3-dicarboxylic acid [N+](=O)([O-])C1(C2C=CC(C1C(=O)O)C2)C(=O)O